N-((1-(cyclopropylsulfonyl)piperidin-4-yl)methyl)-5-(2,4-difluorophenyl)isoxazole-3-carboxamide C1(CC1)S(=O)(=O)N1CCC(CC1)CNC(=O)C1=NOC(=C1)C1=C(C=C(C=C1)F)F